ClC1=NC=C2C(=N1)N(N=C2)CC2=CC=C(C=C2)C=2NC=C(N2)C(F)(F)F 6-chloro-1-(4-(4-(trifluoromethyl)-1H-imidazol-2-yl)benzyl)-1H-pyrazolo[3,4-d]pyrimidine